2-(2,4-dichlorobenzyl)-4,4-dimethyl-isoxazolidin-3-one ClC1=C(CN2OCC(C2=O)(C)C)C=CC(=C1)Cl